FC1=C(C=CC(=C1)I)NC=1N(C(C=C(C1C(=O)N)OC1=CC(=CC=C1)S(N)(=O)=O)=O)C ((2-fluoro-4-iodophenyl)amino)-1-methyl-6-oxo-4-(3-sulfamoylphenoxy)-1,6-dihydropyridine-3-carboxamide